C(CCCC\C=C/C\C=C/C\C=C/C\C=C/CC)(=O)O (6Z,9Z,12Z,15Z)-6,9,12,15-Octadecatetraenoic acid